(E)-5-styryl-1H-pyrrolo[2,3-c]pyridine C(=C\C1=CC=CC=C1)/C=1C=C2C(=CN1)NC=C2